(2R,3R,4S,5R)-tetrahydro-2H-pyran-2,3,4,5-tetrayl tetrakis(3-((3-((3,4-dihydroxy-5-((3,4,5-trihydroxybenzoyl) oxy) benzoyl) oxy)-4,5-dihydroxybenzoyl) oxy)-4,5-dihydroxybenzoate) OC=1C=C(C(=O)OC=2C=C(C(=O)OC=3C=C(C(=O)O[C@H]4OC[C@H]([C@@H]([C@H]4OC(C4=CC(=C(C(=C4)O)O)OC(C4=CC(=C(C(=C4)O)O)OC(C4=CC(=C(C(=C4)OC(C4=CC(=C(C(=C4)O)O)O)=O)O)O)=O)=O)=O)OC(C4=CC(=C(C(=C4)O)O)OC(C4=CC(=C(C(=C4)O)O)OC(C4=CC(=C(C(=C4)OC(C4=CC(=C(C(=C4)O)O)O)=O)O)O)=O)=O)=O)OC(C4=CC(=C(C(=C4)O)O)OC(C4=CC(=C(C(=C4)O)O)OC(C4=CC(=C(C(=C4)OC(C4=CC(=C(C(=C4)O)O)O)=O)O)O)=O)=O)=O)C=C(C3O)O)C=C(C2O)O)C=C(C1O)OC(C1=CC(=C(C(=C1)O)O)O)=O